C(C)C(C(=O)[O-])(CCCC)CC.[Bi+3].C(C)C(C(=O)[O-])(CCCC)CC.C(C)C(C(=O)[O-])(CCCC)CC bismuth diethylcaproate